COC1=C(C=CC=C1)[P](C1=C(C=CC=C1)OC)=O bis(2-methoxyphenyl)phosphorus oxide